FC1=CC(=NC(=C1)C=1C=NN(C1)C(C)C1=CC=C(C=C1)F)C1=CC=2N(C=C1)N=C(N2)N 7-(4-fluoro-6-(1-(1-(4-fluorophenyl)ethyl)-1H-pyrazol-4-yl)pyridin-2-yl)-[1,2,4]triazolo[1,5-a]pyridin-2-amine